N'-cyclopropyl-2-methoxy-4-(trifluoromethyl)benzoyliminohydrazine C1(CC1)NN=NC(C1=C(C=C(C=C1)C(F)(F)F)OC)=O